tert-butyl 2-((3-(4-(1,1-difluoropentyl)benzyl)-1,2,4-oxadiazol-5-yl)methyl)acrylate FC(CCCC)(F)C1=CC=C(CC2=NOC(=N2)CC(C(=O)OC(C)(C)C)=C)C=C1